COC=1C=C(C=CC1OC)C=1N=C2N(C(C1)=O)C=C(C=C2CC)N2C[C@H](NCC2)C 2-(3,4-Dimethoxyphenyl)-9-ethyl-7-[(3R)-3-methylpiperazin-1-yl]-4H-pyrido[1,2-a]pyrimidin-4-one